CN1N=C2C(=CC=CC2=C1)C1=CC=C(N)C=C1 4-(2-methyl-2H-indazol-7-yl)aniline